ClC1=CC=C(C(=C1CN1C(N(C(C2=CC=C(C=C12)C(=O)NCC1=C(C=C(C=C1F)F)F)C)C)=O)F)C 1-(6-chloro-2-fluoro-3-methylbenzyl)-3,4-dimethyl-2-oxo-N-(2,4,6-trifluorobenzyl)-1,2,3,4-tetrahydro-quinazoline-7-carboxamide